3-[[6-(4-methoxyphenyl)-1,3-benzothiazol-2-yl]carbamoyl]bicyclo[2.2.1]hept-5-ene-2-carboxylic acid COC1=CC=C(C=C1)C1=CC2=C(N=C(S2)NC(=O)C2C(C3C=CC2C3)C(=O)O)C=C1